Cl.ClCCN(CC)CC1=C(C=CC=C1)Br N-(2-chloroethyl)-N-ethyl-2-bromobenzylamine hydrochloride